N-silyl-amine [SiH3]N